tert-butyl {(1R,3R)-7-chloro-1-[2-(difluoromethoxy)-6-formylphenyl]-2,3-dihydro-1H-pyrrolo[1,2-a]benzimidazol-3-yl}carbamate ClC=1C=CC2=C(N3C(=N2)[C@@H](C[C@@H]3C3=C(C=CC=C3C=O)OC(F)F)NC(OC(C)(C)C)=O)C1